ethyl-4-methyl-1H-pyrazole-5-carboxamide C(C)N1N=CC(=C1C(=O)N)C